(R)-3-(5-(difluoromethyl)-1,3,4-thiadiazol-2-yl)-8-(3-methyl-4-(1-methylcyclopropane-1-carbonyl)piperazin-1-yl)-N-(3-methyloxetan-3-yl)imidazo[1,5-a]pyridine-6-sulfonamide FC(C1=NN=C(S1)C1=NC=C2N1C=C(C=C2N2C[C@H](N(CC2)C(=O)C2(CC2)C)C)S(=O)(=O)NC2(COC2)C)F